5-(2-(difluoromethyl)-6-nitrophenyl)-2-oxo-4-phenyl-2H-pyran-6-carboxylic acid tert-butyl ester C(C)(C)(C)OC(=O)C1=C(C(=CC(O1)=O)C1=CC=CC=C1)C1=C(C=CC=C1[N+](=O)[O-])C(F)F